(3R,4R,5R)-3,4-bis(benzyloxy)-5-[(benzyloxy)methyl]-2-[6-chloro-8-(cyclopentylamino)imidazo[1,2-b]pyridazin-3-yl]oxolan-2-ol C(C1=CC=CC=C1)O[C@H]1C(O[C@@H]([C@H]1OCC1=CC=CC=C1)COCC1=CC=CC=C1)(O)C1=CN=C2N1N=C(C=C2NC2CCCC2)Cl